azobis(2-cyanopentane) N(=NCC(CCC)C#N)CC(CCC)C#N